4-iodophenyl-diphenyl-sulfonium triflate [O-]S(=O)(=O)C(F)(F)F.IC1=CC=C(C=C1)[S+](C1=CC=CC=C1)C1=CC=CC=C1